(4-((7-isobutyryl-7H-pyrrolo[2,3-D]pyrimidin-4-yl)oxy)phenyl)-2-(4-(trifluoromethyl)phenyl)acetamide C(C(C)C)(=O)N1C=CC2=C1N=CN=C2OC2=CC=C(C=C2)C(C(=O)N)C2=CC=C(C=C2)C(F)(F)F